1,2,3-selenadiazole [Se]1N=NC=C1